1-vinyl-4-amyl-1,2,4-triazole C(=C)N1N=CN(C1)CCCCC